[Cu].[Cu].[Mn] manganese copper-copper